titanium tetraphenol C1(=CC=CC=C1)O.C1(=CC=CC=C1)O.C1(=CC=CC=C1)O.C1(=CC=CC=C1)O.[Ti]